(E)-2,3-dihydro-1,3,4-oxadiazol-2-one O1C(NN=C1)=O